CCCCCCCC/C=C\CCCCCCCCCCCCCC(=O)OC[C@H](COP(=O)([O-])OCC[N+](C)(C)C)OC(=O)CCCCCCCCC/C=C\CCCCCC 1-(15Z-tetracosenoyl)-2-(11Z-octadecenoyl)-sn-glycero-3-phosphocholine